NC=1C=C2C=C(N(C2=CC1)C(=O)N(C)C)C1=CC=CC=C1 5-amino-N,N-dimethyl-2-phenyl-1H-indole-1-carboxamide